bis(4-t-butylphenyl)iodonium perfluoro-1-butanesulfonate FC(C(C(C(F)(F)F)(F)F)(F)F)(S(=O)(=O)[O-])F.C(C)(C)(C)C1=CC=C(C=C1)[I+]C1=CC=C(C=C1)C(C)(C)C